NC=1C(=CC(=NC1)OC1CC2CCC(C1)N2C(=O)OC(C)(C)C)C(=O)OC tert-Butyl endo-3-((5-amino-4-(methoxycarbonyl)pyridin-2-yl)oxy)-8-azabicyclo[3.2.1]octane-8-carboxylate